(E)-7-((4-(9-methoxy-3,4-dihydropyrazino[1,2-a]indol-2(1H)-yl)but-2-en-1-yl)oxy)quinolin-2(1H)-one COC=1C=2C=C3N(C2C=CC1)CCN(C3)C/C=C/COC3=CC=C1C=CC(NC1=C3)=O